N1(CCOCC1)C1=CC=CC=2N1N=CC2N 7-(morpholin-4-yl)pyrazolo[1,5-a]pyridin-3-ylamine